COCCOC1=CC=C2C3=C(C(N(C2=N1)C)=O)C=C(C=C3C(C)NC3=C(C(=O)O)C=CC=C3)C 2-[1-[3-(2-Methoxyethoxy)-5,8-dimethyl-6-oxo-benzo[c][1,8]naphthyridin-10-yl]ethylamino]benzoic acid